2-[3-[4-[(1-tert-butoxycarbonyl-4-piperidyl)methyl]-1-piperidyl]isoxazol-5-yl]-3-methyl-butanoic acid C(C)(C)(C)OC(=O)N1CCC(CC1)CC1CCN(CC1)C1=NOC(=C1)C(C(=O)O)C(C)C